ClC=1C=C(C(=NC1)OC1=CC=C2C(=N1)N(C(=N2)C(=O)N[C@@H]2[C@H](C(CCC2)(F)F)O)C)OCC(F)F 5-[[5-chloro-3-(2,2-difluoroethoxy)-2-pyridyl]oxy]-N-[(1S,2R)-3,3-difluoro-2-hydroxy-cyclohexyl]-3-methyl-imidazo[4,5-b]pyridine-2-carboxamide